[Si](C1=CC=CC=C1)(C1=CC=CC=C1)(C(C)(C)C)OCCC(C(=O)OCC)=C ethyl 4-((tert-butyldiphenylsilyl)oxy)-2-methylenebutanoate